2-((4-(4-methyl-3-oxopiperazin-1-yl)phenyl)amino)quinazolin CN1C(CN(CC1)C1=CC=C(C=C1)NC1=NC2=CC=CC=C2C=N1)=O